N=NC(N=N)=N diiminoguanidine